ClC1=C2CCN([C@@H](C2=C(C=C1)OCC1=NN(C2=CC=CC=C12)C)CN1C(CCC1)=O)C(=O)C1CCCCC1 (1S,2R)-2-((S)-5-Chloro-8-((1-methyl-1H-indazol-3-yl)methoxy)-1-((2-oxopyrrolidin-1-yl)methyl)-1,2,3,4-tetrahydroisochinolin-2-carbonyl)cyclohexan